C1=CC2=NC1=CC3=NC(=CC4=NC(=NC5=NC(=C2)C=C5)NN4)C=C3 triazaporphyrin